(S)-N-(2-methyl-5-(2-(2-methylpyrrolidin-1-yl)acetamido)pyridin-3-yl)-2-(3-(2-(methylamino)-2-oxoethyl)phenyl)-1H-pyrrolo[2,3-b]pyridine-5-carboxamide CC1=NC=C(C=C1NC(=O)C=1C=C2C(=NC1)NC(=C2)C2=CC(=CC=C2)CC(=O)NC)NC(CN2[C@H](CCC2)C)=O